N-(3',5'-di-tert-butyl-1,1'-biphenyl-4-yl)-N-(1,1'-biphenyl-2-yl)-9,9-dimethyl-9H-fluorene-2-amine C(C)(C)(C)C=1C=C(C=C(C1)C(C)(C)C)C1=CC=C(C=C1)N(C1=CC=2C(C3=CC=CC=C3C2C=C1)(C)C)C1=C(C=CC=C1)C1=CC=CC=C1